ClC1=CC=C(C=C1)C(CNC(COC1=C(C=CC=C1)P(O)(O)=O)=O)(F)F (2-(2-((2-(4-chlorophenyl)-2,2-difluoroethyl)amino)-2-oxoethoxy)phenyl)phosphonic acid